trans-4-((4-(4-fluoro-1H-pyrazol-1-yl)-2-(4-(methoxycarbonyl) phenyl) piperidin-1-yl) methyl)-5-methoxy-7-methyl-1H-indole-1-carboxylate FC=1C=NN(C1)[C@H]1C[C@@H](N(CC1)CC1=C2C=CN(C2=C(C=C1OC)C)C(=O)[O-])C1=CC=C(C=C1)C(=O)OC